(2S)-1-(3-{3-[1-(4-Amino-3-methyl-1H-pyrazolo[3,4-d]pyrimidin-1-yl)ethyl]-5,6-dichloro-2-methoxyphenyl}azetidin-1-yl)propan-2-ol NC1=C2C(=NC=N1)N(N=C2C)C(C)C=2C(=C(C(=C(C2)Cl)Cl)C2CN(C2)C[C@H](C)O)OC